C(C)(C)(C)OC(CN1C(=NC2=C1C=CC=C2C(=O)OC)C)=O methyl 1-(2-(tert-butoxy)-2-oxoethyl)-2-methyl-1H-benzo[d]imidazole-4-carboxylate